N-[(1S)-2-methoxy-1-methylethyl]-2,4-dimethyl-3-aminothiophene COC[C@H](C)NC1=C(SC=C1C)C